2-(3-((S)-1-(((R)-((R)-8-cyano-1,2,3,4-tetrahydroquinoxalin-2-yl)(phenyl)methyl)amino)propan-2-yl)phenyl)acetamide C(#N)C=1C=CC=C2NC[C@@H](NC12)[C@@H](C1=CC=CC=C1)NC[C@@H](C)C=1C=C(C=CC1)CC(=O)N